4-[4-[5-[(3R)-3-(methoxymethyl)piperazin-1-yl]-3-methyl-2-pyridinyl]-1-piperidinyl]-1,6-dimethyl-pyrazolo[3,4-b]pyridine COC[C@H]1CN(CCN1)C=1C=C(C(=NC1)C1CCN(CC1)C1=C2C(=NC(=C1)C)N(N=C2)C)C